O(C1=CC=CC=C1)CN(C1=NC(=NC(=N1)N(COC1=CC=CC=C1)COC1=CC=CC=C1)NCOC1=CC=CC=C1)COC1=CC=CC=C1 N,N,N',N',N''-Pentakis-phenoxymethyl-[1,3,5]triazin-2,4,6-triamin